C(CCC)N(CCCC)C1=C(C=C(C=2C3=CC=C(C=C3CC12)Cl)CO)Cl (di-n-butylamino)-2,7-dichloro-4-fluorenemethanol